ClC1=CC2=C(NC(=N2)C2=CC(=NN2CC2=CC=C(C=C2)OC)N2CC=CC=C2N2CCOCC2)C=C1 N-[5-(5-chloro-1H-benzimidazol-2-yl)-1-[(4-methoxyphenyl)methyl]pyrazol-3-yl]-6-morpholino-pyridine